C(C)(C)(C)C1=C(C(C=CC1=O)=O)C(C)(C)C Di-tert-butyl-1,4-benzoquinone